6-[2-[(2S)-4-[6-(5-isopropoxy-1H-indazol-3-yl)pyrimidin-4-yl]-2-methyl-piperazin-1-yl]ethyl]-2,6-diazaspiro[3.3]heptane-2-carboxylic acid tert-butyl ester C(C)(C)(C)OC(=O)N1CC2(C1)CN(C2)CCN2[C@H](CN(CC2)C2=NC=NC(=C2)C2=NNC1=CC=C(C=C21)OC(C)C)C